CC1=NC(=CC(=N1)NC1=NC=C(C(=O)NOCC)C(=C1)NC1=C(C(=CC=C1)C1=NC=C(C=N1)F)OC([2H])([2H])[2H])C 6-((2,6-dimethyl-pyrimidin-4-yl)amino)-N-ethoxy-4-((3-(5-fluoropyrimidin-2-yl)-2-(methoxy-d3)phenyl)amino)nicotinamide